BrCCC[Si](C)(C)OCC (3-bromopropyl)ethoxydimethylsilane